trans-4-iso-propylylcyclohexylcarbonylamino-3,5-bis[cis-4-iso-propylcyclohexylcarbonylamino]benzene C(C)(C)=C1CCC(CC1)C(=O)NC1=CC(=CC(=C1)NC(=O)[C@@H]1CC[C@@H](CC1)C(C)C)NC(=O)[C@@H]1CC[C@@H](CC1)C(C)C